CN(C([O-])=O)C1CCNCC1 N-methyl-N-(piperidin-4-yl)carbamate